methyl 3-amino-4-(cyclopropylamino)-5-methoxybenzoate NC=1C=C(C(=O)OC)C=C(C1NC1CC1)OC